(R)-5-benzylthiomorpholin-3-one C(C1=CC=CC=C1)[C@@H]1CSCC(N1)=O